N6-((benzyloxy)carbonyl)-N2-(tert-butoxycarbonyl)-L-lysine C(C1=CC=CC=C1)OC(=O)NCCCC[C@H](NC(=O)OC(C)(C)C)C(=O)O